(3-(((1R,3S)-3-((6-chloro-2-(trifluoromethyl)quinolin-4-yl)amino)cyclohexyl)amino)-5,6-dihydro[1,2,4]triazolo[4,3-a]pyrazine-7(8H)-yl)(cyclopropyl)methanone ClC=1C=C2C(=CC(=NC2=CC1)C(F)(F)F)N[C@@H]1C[C@@H](CCC1)NC1=NN=C2N1CCN(C2)C(=O)C2CC2